4H-1,4-benzothiazin-3-one S1CC(NC2=C1C=CC=C2)=O